2-(5-(2-(benzyloxy)ethoxy)-2-fluorophenyl)-1H-pyrrolo[2,3-c]Pyridine C(C1=CC=CC=C1)OCCOC=1C=CC(=C(C1)C1=CC=2C(=CN=CC2)N1)F